ClC=1C=CC2=C(N(C=3N=C(C=CC3C2=O)N(CC2CCOCC2)C)CC(=O)O)C1OCC 2-(8-chloro-9-ethoxy-2-(methyl((tetrahydro-2H-pyran-4-yl)methyl)amino)-5-oxobenzo[b][1,8]naphthyridin-10(5H)-yl)acetic acid